(S)-7-((6-((dimethyl-amino)methyl)-5-(tetrahydrofuran-2-yl)pyridin-2-yl)amino)-4-(7-fluoro-imidazo[1,2-a]pyridin-3-yl)isoindolin-1-one CN(C)CC1=C(C=CC(=N1)NC=1C=CC(=C2CNC(C12)=O)C1=CN=C2N1C=CC(=C2)F)[C@H]2OCCC2